ClC1=CC=C(C=C1)C=1CC(C(N(N1)C1=CC(=CC(=C1)F)F)=O)C(=O)OC methyl 6-(4-chlorophenyl)-2-(3,5-difluorophenyl)-3-oxo-2,3,4,5-tetrahydropyridazine-4-carboxylate